C(C)(C)(C)P(CCCP(C(C)(C)C)C(C)(C)C)C(C)(C)C 1,3-bis(di-tert-butylphosphino)propane